CN1C(=CC(C(=C1C)C(=C)C)=O)C 1,2,6-Trimethyl-4-oxo-5-(prop-1-en-2-yl)-1,4-dihydropyridine